1-methyl-1H-pyrazole CN1N=CC=C1